(S)-3-phenylbutyraldehyde C1(=CC=CC=C1)[C@H](CC=O)C